1-(3-chloropropyl)-2-methoxy-1-(4-phenylbut-1-yn-1-yl)-1,2-dihydro-3H-imidazo[1,5-a]indol-3-one ClCCCC1(N(C(N2C1=CC=1C=CC=CC21)=O)OC)C#CCCC2=CC=CC=C2